1-methyl-4-(1-phenylvinyl)benzene CC1=CC=C(C=C1)C(=C)C1=CC=CC=C1